OC1=C(C=CC(=C1)C1=NN(C=N1)C1=CC=C(C=C1)OC(F)(F)F)NC(=O)\N=C\1/SCC(N1C1=C(C=CC(=C1)C)OCC(F)(F)F)=O (Z)-1-(2-hydroxy-4-(1-(4-(trifluoromethoxy)phenyl)-1H-1,2,4-triazol-3-yl)phenyl)-3-(3-(5-methyl-2-(2,2,2-trifluoroethoxy)phenyl)-4-oxothiazolidin-2-ylidene)urea